2-ethylamino-3,5-dichlorobenzoic acid methyl-2-ethylamino-3,5-dichlorobenzoate COC(C1=C(C(=CC(=C1)Cl)Cl)NCC)=O.C(C)NC1=C(C(=O)O)C=C(C=C1Cl)Cl